C(C1=CC=CC=C1)N1CC(CC1)(O)CN(C(OC(C)(C)C)=O)C1CC1 tert-butyl N-[(1-benzyl-3-hydroxypyrrolidin-3-yl) methyl]-N-cyclopropylcarbamate